COPPER ETHYLENEDIAMINE C(CN)N.[Cu]